6-chloro-4-(trifluoromethyl)pyridine-2-carbaldehyde ClC1=CC(=CC(=N1)C=O)C(F)(F)F